5-[4-(3-bromopropyl)-1-piperidyl]-2-(2,6-dioxo-3-piperidyl)isoindoline-1,3-dione BrCCCC1CCN(CC1)C=1C=C2C(N(C(C2=CC1)=O)C1C(NC(CC1)=O)=O)=O